CN1C(N(C=2N(C(N(C2C1=O)C)=O)C)C)=O 1,3,7,9-tetramethyl-1H-purine-2,6,8(3H,7H,9H)-trione